C1(CCCC1)N(C(=O)OCC1=C(N=NN1C)C1=CC=C(C=N1)O[C@@H]1C[C@H](CCC1)C(=O)OC(C)C)C isopropyl (1S,3S)-3-((6-(5-(((cyclopentyl(methyl)carbamoyl)oxy)methyl)-1-methyl-1H-1,2,3-triazol-4-yl)pyridin-3-yl)oxy)cyclohexane-1-carboxylate